C(C)(C)(C)OC(N(CCO[Si](C)(C)C(C)(C)C)C1=NC=CC(=C1)N)=O tert-Butyl(4-aminopyridin-2-yl)(2-((tert-butyldimethylsilyl)oxy)ethyl)carbamate